ClC=1N=C(C2=C(N1)SC=C2C2=CC=CC=C2)NCC2=CC=C(C=C2)S(=O)(=O)N 4-(((2-chloro-5-phenylthieno[2,3-d]pyrimidin-4-yl)amino)methyl)benzenesulfonamide